NC1=CC=C(C=C1)C1=NN=C(C2=CC=CC=C12)C1=CC=C(C=C1)OC1=CC=C(C=C1)N 4-aminophenyl-4-[4-(4-aminophenoxy)phenyl]2,3-naphthyridine